C(C)N(S(O)(=O)=O)CC(CCl)O N-ethyl-N-(2-hydroxy-3-chloropropyl)amidosulfuric acid